tetramethoxy-9-oxo-5,6,7,9-tetrahydrobenzo[a]heptalen COC1=C(C(=C(C2=C1CCCC1=CC(C=CC=C21)=O)OC)OC)OC